O=S1(CCN(CC1)CCC(=O)NC=1C=C(C(=NC1)C)NC(=O)C1=NN=C2N1C=CC(=C2)C=2C=NN(C2)C)=O N-(5-(3-(1,1-dioxidothiomorpholino)propanamido)-2-methylpyridin-3-yl)-7-(1-methyl-1H-pyrazol-4-yl)-[1,2,4]triazolo[4,3-a]pyridine-3-carboxamide